C(C=C)(=O)N1C2CN(CC1C2)C2=CC=C(C=C2)C=2C=1N(C=C(C2)C=2C=NN(C2)C)N=CC1C#N 4-(4-(6-acryloyl-3,6-diazabicyclo[3.1.1]heptan-3-yl)phenyl)-6-(1-methyl-1H-pyrazol-4-yl)pyrazolo[1,5-a]pyridine-3-carbonitrile